4,4'-bis(2-n-decyl-n-tetradecylthio)benzophenone C(CCCCCCCCC)C(CSC1=CC=C(C(=O)C2=CC=C(C=C2)SCC(CCCCCCCCCCCC)CCCCCCCCCC)C=C1)CCCCCCCCCCCC